propylbis(trimethylsiloxy)butylsilane C(CC)[SiH2]CCCC(O[Si](C)(C)C)O[Si](C)(C)C